methyl (2S)-3-[3-bromo-5-(fluoromethyl)phenyl]-2-[(tert-butoxycarbonyl) amino]propanoate BrC=1C=C(C=C(C1)CF)C[C@@H](C(=O)OC)NC(=O)OC(C)(C)C